FC=1C=C(C(=O)N2CC3=CC=CC=C3CC2C(=O)OCC)C=CC1F Ethyl 2-(3,4-difluorobenzoyl)-1,2,3,4-tetrahydroisoquinoline-3-carboxylate